[N+](=O)([O-])C=1C=NC=CC1O[C@H]1CN(CC1)C(=O)[O-] (R)-3-((3-nitropyridin-4-yl)oxy)pyrrolidine-1-carboxylate